N1=CN=C(C2=C1NC=C2)N2CCSC(=C2)C2=CC1=C(OCC(N1)=O)C=C2 6-(4-(7H-pyrrolo[2,3-d]pyrimidin-4-yl)-3,4-dihydro-2H-1,4-thiazin-6-yl)-2H-benzo[b][1,4]oxazin-3(4H)-one